N1=C(C=CC(=C1)OCC(=O)N(C)C)C1=NC=CC=C1 2-([2,2'-bipyridin]-5-yloxy)-N,N-dimethylacetamide